O=C1N(CCC(N1)=O)C1=NN(C2=C(C(=CC=C12)N1CCN(CC1)CC1CCN(CC1)C(=O)OC(C)(C)C)F)C tert-butyl 4-[[4-[3-(2,4-dioxohexahydropyrimidin-1-yl)-7-fluoro-1-methyl-indazol-6-yl]piperazin-1-yl]methyl]piperidine-1-carboxylate